3,4-dimethyl-triacontene CC(C=C)C(CCCCCCCCCCCCCCCCCCCCCCCCCC)C